C(N)(=N)NC(CC=1C(=C(C=CC1Cl)C1=CC(=CC=C1)OC)C)=O N-carbamimidoyl-2-(4-chloro-3'-methoxy-2-methyl-[1,1'-biphenyl]-3-yl)acetamide